BrC=1C=CC2=C(N=C(O2)C2CCNCC2)C1 5-bromo-2-(piperidin-4-yl)benzo[d]oxazole